1-((trifluoromethyl)sulfonyl)piperidin-4-amine FC(S(=O)(=O)N1CCC(CC1)N)(F)F